O[C@@]1(C(N(CC1)C)=O)C#CC1=CC(=CC=C1)C=1C=CC=2N=CN=C(C2N1)N1CC(C1)OC (R)-3-Hydroxy-3-((3-(4-(3-methoxyazetidin-1-yl)pyrido[3,2-d]pyrimidin-6-yl)phenyl)ethynyl)-1-methylpyrrolidin-2-one